1-(benzo[d]isoxazol-3-yl)-1-fluoroethane-1-sulphonamide O1N=C(C2=C1C=CC=C2)C(C)(S(=O)(=O)N)F